FC1=C(N=CC2=C1N=C(N=C2N2CC(CCC2)(O)C)OCC21CCCN1CCC2)C2=C(C=CC(=C2)O)C 1-(8-fluoro-2-((hexahydro-1H-pyrrolizin-7a-yl)methoxy)-7-(5-hydroxy-2-methylphenyl)pyrido[4,3-d]pyrimidin-4-yl)-3-methylpiperidin-3-ol